butanon oxime CC(CC)=NO